O=C1N(CCC(N1)=O)C1=CC(=C(CN(C)CC2=CC=C(C=C2)C=2OC3=C(C2)C=C(C=C3C(=O)N)F)C=C1)F 2-(4-(((4-(2,4-dioxotetrahydropyrimidin-1(2H)-yl)-2-fluorobenzyl)(methyl)amino)methyl)phenyl)-5-fluorobenzofuran-7-carboxamide